Cis-11-hexadecen-1-ol C(CCCCCCCCC\C=C/CCCC)O